N=1NC(=CC1)C(C)NC(=O)[C@H]1CN(CC[C@@H]1NC(=O)C1=NOC(=C1)C1=C(C=C(C=C1)F)F)C1CCCC1 (3S,4S)-1-cyclopentyl-4-{[5-(2,4-difluoro-phenyl)-isoxazole-3-carbonyl]-amino}-piperidine-3-carboxylic acid [(l)-1-(2H-pyrazol-3-yl)-ethyl]-amide